(S)-1-((R)-2-((1-chloro-4-(2-chloro-4-fluorophenyl)isoquinolin-7-yl)oxy)propanoyl)piperidine-3-carbonitrile ClC1=NC=C(C2=CC=C(C=C12)O[C@@H](C(=O)N1C[C@H](CCC1)C#N)C)C1=C(C=C(C=C1)F)Cl